((2R,4S)-5-ethylidene-2-((S)-1-(4-fluorophenyl)-1,2,3,4-tetrahydroisoquinoline-2-carbonyl)tetrahydro-2H-pyran-4-yl)carbamate C(C)=C1[C@H](C[C@@H](OC1)C(=O)N1[C@H](C2=CC=CC=C2CC1)C1=CC=C(C=C1)F)NC([O-])=O